2-chloro-1,3-dihexadecyl-4,5-dihydro-1H-imidazol-3-ium hexafluorophosphate F[P-](F)(F)(F)(F)F.ClC=1N(CC[N+]1CCCCCCCCCCCCCCCC)CCCCCCCCCCCCCCCC